O1C(CCCC1)N1N=C(C=C1)C(=O)N1CCCCC1 1-(1-(tetrahydro-2H-pyran-2-yl)-1H-pyrazole-3-carbonyl)piperidine